FC(S(=O)(=O)OC=1C2=C(N=C(N1)OC)CC(OC2)C2=CC=CC1=CC=CC(=C21)Cl)(F)F 7-(8-chloronaphthalen-1-yl)-2-methoxy-5H,7H,8H-pyrano[4,3-d]pyrimidin-4-yl trifluoromethanesulfonate